C(OC=1C(=NC=CC1OC)C(N[C@@H](CC(C)C)C1=NOC(=N1)C1=CC=C(C=C1)C1=CC=CC=C1)=O)(OCC(C)C)=O (S)-2-((1-(5-([1,1'-biphenyl]-4-yl)-1,2,4-oxadiazol-3-yl)-3-methylbutyl)carbamoyl)-4-methoxypyridin-3-yl isobutyl carbonate